copper-calcium silicate [Si]([O-])([O-])([O-])[O-].[Ca+2].[Cu+2]